5,9-dibromo-1,1-dimethyl-2,3-dihydro-1H-phenalene-4,8-diol BrC1=C(C=2CCC(C3=C(C(=CC(=C1)C32)O)Br)(C)C)O